4-chloro-2-[[6-[1-cyclopropyl-4-(1,1-difluoroethyl)imidazol-2-yl]-5-fluoro-3-pyridyl]methoxy]-6-methylsulfanyl-pyrimidine ClC1=NC(=NC(=C1)SC)OCC=1C=NC(=C(C1)F)C=1N(C=C(N1)C(C)(F)F)C1CC1